Methyl (S)-2-(((2-(3-chlorophenyl)-2-methylpropoxy) carbonyl) amino)-3,3-dimethylbutanoate ClC=1C=C(C=CC1)C(COC(=O)N[C@H](C(=O)OC)C(C)(C)C)(C)C